styrene-3-sulfonic acid C=CC1=CC(=CC=C1)S(=O)(=O)O